(4-(1-(2-hydroxyethyl)-3-phenyl-1H-pyrazol-4-yl)-7-methoxypyrido[3,2-d]pyrimidin-6-yl)-1-(trifluoromethyl)-1H-pyrazole-4-carboxamide OCCN1N=C(C(=C1)C=1C2=C(N=CN1)C=C(C(=N2)C2=NN(C=C2C(=O)N)C(F)(F)F)OC)C2=CC=CC=C2